6-bromo-N-(5-(methylthio)-1,3,4-thiadiazol-2-yl)-7-oxo-4,5,6,7-tetrahydrobenzo[c]isoxazole-3-carboxamide BrC1CCC=2C(=NOC2C(=O)NC=2SC(=NN2)SC)C1=O